ClCC1=NC(=NO1)C1=CC(=C(C=C1)OC1=C(C=CC=C1)C(F)(F)F)C(F)(F)F 5-(chloromethyl)-3-(3-(trifluoromethyl)-4-(2-(trifluoromethyl)phenoxy)phenyl)-1,2,4-oxadiazole